ethyl 2-chloro-8-hydroxyimidazo[1,2-b]pyridazine-7-carboxylate ClC=1N=C2N(N=CC(=C2O)C(=O)OCC)C1